CN(C(=S)NNC(=O)C=1C=C2C=C(N=CC2=CC1)NC(=O)C1CCN(CC1)C(=O)OC(C)(C)C)C tert-butyl 4-[[6-[(dimethylcarbamothioylamino)carbamoyl]-3-isoquinolyl]carbamoyl]piperidine-1-carboxylate